1-(1-Methyl-1H-indazol-5-yl)-4,6-dihydropyrrolo[3,4-c]pyrazole-5(1H)-carbonitrile CN1N=CC2=CC(=CC=C12)N1N=CC2=C1CN(C2)C#N